Cl.ClC1=C(C=CC(=C1)Cl)C(CN)F 2-(2,4-dichlorophenyl)-2-fluoro-ethylamine-hydrochloride